P(=O)(OCCC(Cl)Cl)(OCCC(Cl)Cl)OCCC(Cl)Cl tri(dichloropropyl) phosphate